5-(4-amino-7,7-diethyl-6,7-dihydro-5H-pyrrolo[3,2-d]pyrimidin-5-yl)benzo[d]oxazol-2-amine NC=1C2=C(N=CN1)C(CN2C=2C=CC1=C(N=C(O1)N)C2)(CC)CC